Di-tertbutyl 5-amino-1H-indol-1,2-dicarboxylate NC=1C=C2C=C(N(C2=CC1)C(=O)OC(C)(C)C)C(=O)OC(C)(C)C